NC1=CC=2N(C=N1)C(=CC2C2=NC(=CC(=C2)OCC2CS(C2)(=O)=O)[C@@]2(COCC2)OC)C (S)-3-(((2-(3-amino-7-methylpyrrolo[1,2-c]pyrimidin-5-yl)-6-(3-methoxytetrahydrofuran-3-yl)pyridine-4-yl)oxy)methyl)thietane 1,1-dioxide